Cl.FC=1C=CC(=C(C1)CC(=O)O)NC(C1=CC(=C(C=C1)N1CCCCC1)NC(=O)C=1N(N=C2C=CC=CC12)CC(F)(F)F)=O 2-(5-fluoro-2-(4-(piperidin-1-yl)-3-(2-(2,2,2-trifluoroethyl)-2H-indazole-3-carboxamido)benzamido)phenyl)acetic acid hydrochloride